C(C)(=O)C=1C=C(C=C2C(C(=C(OC12)N1CCC(CC1)(C)C)C=C)=O)C 8-acetyl-2-(4,4-dimethyl-1-piperidinyl)-6-methyl-3-vinyl-chromen-4-one